C(C=C)C(CCCCCN(CC=C)CC=C)NCC=C 1,N1,N6,N6-tetraallylhexane-1,6-diamine